C[Si](NC(C(F)Cl)=O)(C)C N-(trimethylsilyl)chlorofluoroacetamide